C1(=CC=CC=C1)C1(NC=2C=CC3=C(C2C=C1)C=CC=C3)C3=CC=CC=C3 3,3-diphenyl-3,4-dihydrobenzo[f]quinoline